5-(2,4,5-trifluorobenzyl)-4H-1,2,4-triazole-3-carboxamide FC1=C(CC=2NC(=NN2)C(=O)N)C=C(C(=C1)F)F